β-(N,N-dimethylamino)-propyltriethoxysilane CN(C)C(C[Si](OCC)(OCC)OCC)C